Cl.CNCCOC=1C=2N(C=C(N1)C=1C=NN(C1)C)N=CC2 N-methyl-2-((6-(1-methyl-1H-pyrazol-4-yl)pyrazolo[1,5-a]pyrazin-4-yl)oxy)ethan-1-amine hydrochloride